FC=1C=C2N=CC=3N(CN4C5(COC(=C2C34)C1C=1C=NC(=CC1)OCCCN1CCN(CC1)C)CCC5)C 6'-fluoro-2'-methyl-7'-(6-(3-(4-methylpiperazin-1-yl)propoxy)pyridin-3-yl)-9'H-8'-oxa-2',4',10a'-triazaspiro[cyclobutane-1,10'-naphtho[2,1,8-cde]azulen]